NC1=NNC2=C(C=C(C=C12)C1=CC(=NC=C1)NC(OC)=O)Br Methyl (4-(3-amino-7-bromo-1H-indazol-5-yl)pyridin-2-yl)carbamate